C(C)(C)(C)OC(NC=1SC2=C(N1)C(=CC=C2F)C2=C(C=C1C(=NC(=NC1=C2F)OCC21CCCN1CCC2)N2CC1(C(NC(N1)=O)=O)CCC2)F)=O (4-(4-(2,4-dioxo-1,3,7-triazaspiro[4.5]dec-7-yl)-6,8-difluoro-2-((hexahydro-1H-pyrrolizin-7a-yl)methoxy)quinazolin-7-yl)-7-fluorobenzo[d]thiazol-2-yl)carbamic acid tert-butyl ester